3H-[1,4]dioxino[2,3-b]pyridin-6-amine O1CCOC2=NC(=CC=C21)N